C[Si](CCOCN1C=CC=2C1=NC=CC2C2=NC=C(C(=O)O)C=C2)(C)C 6-(1-((2-(trimethylsilyl)ethoxy)methyl)-1H-pyrrolo[2,3-b]pyridin-4-yl)nicotinic acid